C(C)(C)(C)OC([C@H](CC1C(NN(C1)C)=O)NC(=O)OC(C)(C)C)=O.O=C1N(C(CC1)=O)OC(CCCN=[N+]=[N-])=O 4-azidobutyric acid 2,5-dioxopyrrolidin-1-ylester tert-butyl-(S)-2-((tert-butoxycarbonyl)amino)-3-(1-methyl-3-oxopyrazolidin-4-yl)propanoate